(2R)-1-{(1R)-2-[4,6-bis(trifluoromethyl)-1,3,5-triazin-2-yl]-6-chloro-2,3,4,9-tetrahydro-1H-pyrido[3,4-b]indol-1-yl}propan-2-ol FC(C1=NC(=NC(=N1)C(F)(F)F)N1[C@@H](C=2NC3=CC=C(C=C3C2CC1)Cl)C[C@@H](C)O)(F)F